SC1=C(C(=O)NCC)C=C(C=C1)F sulfanyl-N-ethyl-5-fluorobenzamide